N1(CC=CC1)C(=O)C1=CC=C(C=C1)C (2,5-Dihydro-1H-pyrrol-1-yl)(p-tolyl)methanone